CS(=O)(=O)[O-] METHANESULPHONATE